1-benzyl-1-(2-((2,6-dimethylphenyl)Amino)-2-oxoethyl)-3-(ethyl-Carbamoyl)piperidin-1-ium bromide [Br-].C(C1=CC=CC=C1)[N+]1(CC(CCC1)C(NCC)=O)CC(=O)NC1=C(C=CC=C1C)C